C(=O)(O)C1C=NSC1 4-carboxythiazoleN